(2S,4S)-1-[2-[4-(1,3-benzothiazol-7-ylamino)-1-piperidinyl]acetyl]-4-fluoro-pyrrolidine-2-carbonitrile S1C=NC2=C1C(=CC=C2)NC2CCN(CC2)CC(=O)N2[C@@H](C[C@@H](C2)F)C#N